{8-[5-(4-aminomethyl-phenylamino)-6-methoxy-pyridin-2-yl]-2,3-dihydro-benzo[1,4]dioxin-2-ylmethyl}-amid NCC1=CC=C(C=C1)NC=1C=CC(=NC1OC)C1=CC=CC2=C1OC(CO2)C[NH-]